4-[4-(11-hydroxyundecoxy)phenyl]benzonitrile OCCCCCCCCCCCOC1=CC=C(C=C1)C1=CC=C(C#N)C=C1